C(C1=CC=CC=C1)NCC1(COC1)O 3-[(benzylamino)methyl]Oxetan-3-ol